1-[2-cyano-4-(trifluoromethyl)phenyl]-4-[6-(2-methoxyphenyl)pyridin-3-yl]-N-[(3R)-1-methylpyrrolidin-3-yl]piperidine-4-carboxamide C(#N)C1=C(C=CC(=C1)C(F)(F)F)N1CCC(CC1)(C(=O)N[C@H]1CN(CC1)C)C=1C=NC(=CC1)C1=C(C=CC=C1)OC